5-(8-fluoro-2-methylimidazo[1,2-a]pyridin-6-yl)-N-(cis-3-methoxycyclobutyl)-7H-pyrrolo[2,3-d]pyrimidin-2-amine FC=1C=2N(C=C(C1)C1=CNC=3N=C(N=CC31)N[C@@H]3C[C@@H](C3)OC)C=C(N2)C